OC[C@@H]1CN(CCN1C)[C@H]1CN(CC1)C(=O)OC(C)(C)C tert-Butyl (R)-3-((S)-3-(hydroxymethyl)-4-methylpiperazin-1-yl)pyrrolidine-1-carboxylate